C(CCCCCCCCCCCCCCCC)C1=C(C=CC=C1)O.[Na] sodium heptadecylphenol